NC=1C2=C(N=CN1)N(C=C2C=2C(=C1CCN(C1=CC2)C(CC2=C(C=CC(=C2)C(F)(F)F)F)=O)F)C2CC(C2)OCC2=CC=CC=C2 1-(5-(4-amino-7-(3-(benzyloxy)cyclobutyl)-7H-pyrrolo[2,3-d]pyrimidin-5-yl)-4-fluoroindolin-1-yl)-2-(2-fluoro-5-(trifluoromethyl)phenyl)ethan-1-one